BrC=1C=C2C=C(NC2=CC1)C(C)NCCN(C(OC(C)(C)C)=O)CC tert-Butyl (2-((1-(5-bromo-1H-indol-2-yl)ethyl)amino)ethyl)(ethyl)carbamate